(2R,4R)-tert-butyl 2-((4-(tert-butyl)phenyl)(2-(cyclohexylamino)-2-oxo-1-(pyridin-3-yl)ethyl)carbamoyl)-4-methoxypyrrolidine-1-carboxylate C(C)(C)(C)C1=CC=C(C=C1)N(C(=O)[C@@H]1N(C[C@@H](C1)OC)C(=O)OC(C)(C)C)C(C(=O)NC1CCCCC1)C=1C=NC=CC1